CC1=C(C=CC=C1)[C@H]1N(CCC1)C(C[C@@H](C=1SC=CC1)NC(=O)N)=O [(1S)-3-[(2S)-2-(2-methylphenyl)pyrrolidin-1-yl]-3-oxo-1-thiophen-2-ylpropyl]urea